6-(4-chlorophenyl)-2-(3-fluorophenyl)-N-[(2R)-1-hydroxypropan-2-yl]-3-oxo-2,3-dihydropyridazine-4-carboxamide ClC1=CC=C(C=C1)C=1C=C(C(N(N1)C1=CC(=CC=C1)F)=O)C(=O)N[C@@H](CO)C